CN1CC2N(C(C1)C2)C2=CC=CC=1N(C=NC12)C(=O)NCCCC1=CC=CC=C1 4-(3-Methyl-3,6-diazabicyclo[3.1.1]heptan-6-yl)-N-(3-phenylpropyl)-1H-benzo[d]imidazole-1-carboxamide